4-((2-isopropyl-6,7-dihydro-5H-cyclopenta[d]pyrimidin-4-yl)amino)-N-(4-(piperazin-1-yl)phenyl)-1H-pyrazole-3-carboxamide C(C)(C)C=1N=C(C2=C(N1)CCC2)NC=2C(=NNC2)C(=O)NC2=CC=C(C=C2)N2CCNCC2